N-(4-Isopropylphenyl)-N1-phenyl-6-pyrrolidin-1-yl-[1,3,5]triazine-2,4-diamine hydrochloride Cl.C(C)(C)C1=CC=C(C=C1)NC1N(C(=NC(=N1)N)N1CCCC1)C1=CC=CC=C1